The molecule is a nucleotide-sugar oxoanion obtained by deprotonation of the diphosphate OH groups and protonation of the 4-amino group of GDP-4-amino-4,6-dideoxy-alpha-D-mannose. It is a conjugate base of a GDP-4-amino-4,6-dideoxy-alpha-D-mannose. C[C@@H]1[C@H]([C@@H]([C@@H]([C@H](O1)OP(=O)([O-])OP(=O)([O-])OC[C@@H]2[C@H]([C@H]([C@@H](O2)N3C=NC4=C3N=C(NC4=O)N)O)O)O)O)[NH3+]